[IH2+].C12(C(=O)C(=O)C(CC1)C2(C)C)C camphorquinone, iodonium salt